FC1=C2C(N(C=NC2=CC=C1C1=CC=C(C=C1)C1CCN(CC1)C)C(C(=O)NC=1SC=CN1)C1=CC=CC=C1)=O 2-(5-Fluoro-6-(4-(1-methylpiperidin-4-yl)phenyl)-4-oxoquinazolin-3(4H)-yl)-2-phenyl-N-(thiazol-2-yl)acetamide